2-bromo-N-(2,2-dimethoxyethyl)-8-(4-fluorophenyl)-11H-pyrido[3,2-e]pyrrolo[1,2-a][1,4]diazepin-6-amine BrC=1C=CC=2N=C(C=3N(CC2N1)C=C(C3)C3=CC=C(C=C3)F)NCC(OC)OC